propyl 4-methyl-2-((2-((7-(5-methyl-1,2,4-oxadiazol-3-yl)isoquinolin-1-yl)amino)ethyl)carbamoyl)thiazole-5-carboxylate CC=1N=C(SC1C(=O)OCCC)C(NCCNC1=NC=CC2=CC=C(C=C12)C1=NOC(=N1)C)=O